3-Phenyl-3-(4-piperidinophenyl)-10-[4-(4-(4-(trans-4-pentylcyclohexyl)phenyl)benzamido)phenyl]-12-bromo-5,7-difluoro-13,13-dimethyl-3,13-dihydro-indeno[2',3':3,4]naphtho[1,2-b]pyran C1(=CC=CC=C1)C1(C=CC2=C(O1)C=1C(=CC(=CC1C1=C2C(C2=C(C=C(C=C21)C2=CC=C(C=C2)NC(C2=CC=C(C=C2)C2=CC=C(C=C2)[C@@H]2CC[C@H](CC2)CCCCC)=O)Br)(C)C)F)F)C2=CC=C(C=C2)N2CCCCC2